5-[3-(trifluoromethyl)benzamido]-1,2,3-thiadiazole-4-carboxamide FC(C=1C=C(C(=O)NC2=C(N=NS2)C(=O)N)C=CC1)(F)F